C(C)(C)(C)OC1=NC(=CC(=C1)N1[C@@H](COCC1)C)N1C(CN(CC1)S(=O)(=O)C1CC1)C(F)(F)F (3R)-4-[2-tert-butoxy-6-[4-cyclopropylsulfonyl-2-(trifluoromethyl)piperazin-1-yl]-4-pyridinyl]-3-methyl-morpholine